OC1(CC1)CCC[C@@H](C)[C@H]1CC[C@H]2[C@@H]3CC=C4C[C@H](CC[C@]4(C)[C@H]3CC[C@]12C)O (hydroxycyclopropyl)cholan-6(5)-en-3beta-ol